N-((2-(2,6-dioxopiperidin-3-yl)-1-oxoisoindolin-5-yl)methyl)-2,2-difluoro-2-(4-methoxyphenyl)acetamide O=C1NC(CCC1N1C(C2=CC=C(C=C2C1)CNC(C(C1=CC=C(C=C1)OC)(F)F)=O)=O)=O